C(C(=O)O)(=O)O.C(=O)(O)[C@H]1NCCC1 (2S)-2-carboxyl-tetrahydropyrrole hydrogen oxalate